tert-butyl (2-((5-(1,4-dimethyl-1H-pyrazol-5-yl)pyridin-2-yl)amino)-2-oxo-1-((1r,4r)-4-(trifluoromethyl)cyclohexyl)ethyl)carbamate CN1N=CC(=C1C=1C=CC(=NC1)NC(C(C1CCC(CC1)C(F)(F)F)NC(OC(C)(C)C)=O)=O)C